[I-].[Zr+4].[I-].[I-].[I-] zirconium Iodide